C1(CC1)C1=C(C(=NO1)C1=C(C=CC=C1Cl)Cl)COC1CCN(CC1)C1=CC=C(C=N1)C=1C(NC(NN1)=O)=O 6-(6-(4-((5-cyclopropyl-3-(2,6-dichlorophenyl)isoxazol-4-yl)methoxy)piperidin-1-yl)pyridin-3-yl)-1,2,4-triazine-3,5(2H,4H)-dione